5-fluoro-2-(4-(((1s,2r)-2-hydroxycyclohexyl)amino)pyrido[3,4-d]pyridazin-1-yl)phenol FC=1C=CC(=C(C1)O)C1=C2C(=C(N=N1)N[C@@H]1[C@@H](CCCC1)O)C=NC=C2